(E)-5-[2-(3,5-difluoropyridin-2-yl)vinyl]-2-isopropylphenol FC=1C(=NC=C(C1)F)/C=C/C=1C=CC(=C(C1)O)C(C)C